C(#N)C1=C(C=CC(=C1)F)N1CC2(C1)CC(C2)OC=2C=CC(=NC2C(=O)NCC=2C(=NNC2C)C)C=2C(=NC=CC2)OCC 5-{[2-(2-cyano-4-fluorophenyl)-2-azaspiro[3.3]heptan-6-yl]oxy}-N-[(3,5-dimethyl-1H-pyrazol-4-yl)methyl]-2'-ethoxy-[2,3'-bipyridine]-6-carboxamide